COC(NC)=O (methyl)carbamic acid methyl ester